C([O-])([O-])=O.C[N+](C1CCCCC1)(C)C.C[N+](C)(C)C1CCCCC1 trimethylcyclohexylammonium carbonate